Methyl (Triphenylphosphoranylidene)acetate C1(=CC=CC=C1)P(C1=CC=CC=C1)(C1=CC=CC=C1)=CC(=O)OC